3-[(2-{[4-(hexyloxycarbonylamino-iminomethyl)-phenylamino]-methyl}-1-methyl-1H-benzimidazole-5-carbonyl)-pyridin-2-yl-amino]-propionic acid ethyl ester methanesulfonate CS(=O)(=O)O.C(C)OC(CCN(C1=NC=CC=C1)C(=O)C1=CC2=C(N(C(=N2)CNC2=CC=C(C=C2)C(=N)NC(=O)OCCCCCC)C)C=C1)=O